N-(4-nitrophenyl)benzimidazole [N+](=O)([O-])C1=CC=C(C=C1)N1C=NC2=C1C=CC=C2